C1(CCCC1)C1=NN=C2N1C=C(C=C2)C2=CC=C(C=C2)S(=O)(=O)N2CCC(CC2)NC2=CC=C(C=C2)S(F)(F)(F)(F)F 1-(4-{3-cyclopentyl-[1,2,4]triazolo[4,3-a]pyridin-6-yl}benzenesulfonyl)-N-[4-(pentafluoro-λ6-sulfanyl)phenyl]piperidin-4-amine